(1S)-5-bromo-1-methyl-3,4-dihydro-1H-isoquinoline-2-carboxylic acid tert-butyl ester C(C)(C)(C)OC(=O)N1[C@H](C2=CC=CC(=C2CC1)Br)C